2-(4-(3-cyclopentyl-1,2,4-oxadiazol-5-yl)piperidin-1-yl)-5-methyl-8-nitro-6-(trifluoromethyl)-4H-benzo[e][1,3]thiazin-4-one C1(CCCC1)C1=NOC(=N1)C1CCN(CC1)C=1SC2=C(C(N1)=O)C(=C(C=C2[N+](=O)[O-])C(F)(F)F)C